NC1=CC=CC(=N1)C1=C2C=CC(=NC2=CC=C1)C(=O)NS(=O)(=O)C1=NC(=CC=C1OC)C(C)(C)C 5-(6-aminopyridin-2-yl)-N-((6-(tert-butyl)-3-methoxypyridin-2-yl)sulfonyl)quinoline-2-carboxamide